((2-(Trifluoromethyl)pyridin-4-yl)carbamoyl)(3-(4-(1,3,5-trimethyl-1H-pyrazol-4-yl)benzyl)-1,2,3-oxadiazol-3-ium-5-yl)amide FC(C1=NC=CC(=C1)NC(=O)[N-]C1=C[N+](=NO1)CC1=CC=C(C=C1)C=1C(=NN(C1C)C)C)(F)F